3-(5-(1-(2,5-dimethylbenzyl)piperidin-4-yl)-1-oxoisoindolin-2-yl)piperidine-2,6-dione CC1=C(CN2CCC(CC2)C=2C=C3CN(C(C3=CC2)=O)C2C(NC(CC2)=O)=O)C=C(C=C1)C